COC(=O)C1=CC2=C(CNC(CO2)C2=C(C=CC=C2)C(F)(F)F)C=C1 3-(2-(trifluoromethyl)phenyl)-2,3,4,5-tetrahydrobenzo[f][1,4]oxazepine-8-carboxylic acid methyl ester